1-(1-(2-(8-Methylquinolin-6-yl)acetyl)piperidin-4-yl)-7-(trifluoromethyl)-1,3-dihydro-2H-benzo[d]imidazol-2-one CC=1C=C(C=C2C=CC=NC12)CC(=O)N1CCC(CC1)N1C(NC2=C1C(=CC=C2)C(F)(F)F)=O